C(C)S(=O)(=O)C1CN(CC1)N1C=NC=2C1=C1C(=NC2)N(C=C1)S(=O)(=O)CC1=CC=CC=C1 1-(3-(ethylsulfonyl)pyrrolidin-1-yl)-6-toluenesulfonyl-1,6-dihydroimidazo[4,5-d]pyrrolo[2,3-b]pyridine